FC(C1=CC=C(C=C1)CN1CC[C@H]2[C@@H]([C@H]2C1)NC(C=C)=O)(F)F N-[(1R,6R,7S)-4-[[4-(trifluoromethyl)phenyl]methyl]-4-azabicyclo[4.1.0]heptan-7-yl]prop-2-enamide